N-allylpyrazin-2-carboxamide C(C=C)NC(=O)C1=NC=CN=C1